Triazino[5,6-b]Indole N1=NN=CC=2NC=3C=CC=CC3C21